CCCCCCCCCCCCCCCC(=O)O[C@H](COC(=O)CCCCC/C=C\C/C=C\C/C=C\C/C=C\CCCCC)COP(=O)(O)OC[C@H](CO)O 1-(7Z,10Z,13Z,16Z-docosatetraenoyl)-2-hexadecanoyl-glycero-3-phospho-(1'-sn-glycerol)